tert-butyl 5-(3-((2-(4-ethoxy-4-oxobutanoyl)-4-fluoro-6-methoxyisoindolin-5-yl)oxy)propoxy)-4-fluoro-6-methoxyisoindoline-2-carboxylate C(C)OC(CCC(=O)N1CC2=CC(=C(C(=C2C1)F)OCCCOC=1C(=C2CN(CC2=CC1OC)C(=O)OC(C)(C)C)F)OC)=O